FC=1C(=CC(=C(C1)N1C(CCCC1)CCCO)[N+](=O)[O-])S(=O)(=O)C 3-(1-(5-fluoro-4-(methylsulfonyl)-2-nitrophenyl)piperidin-2-yl)propan-1-ol